COC([C@@H](NC(=O)OC(C)(C)C)CCC(=O)O)=O N-Boc-glutamic acid methyl ester